1-(2-chloro-9-ethyl-9H-purin-6-yl)piperidin-4-ol ClC1=NC(=C2N=CN(C2=N1)CC)N1CCC(CC1)O